trimesic acid, magnesium salt [Mg+2].C(C1=CC(C(=O)[O-])=CC(C(=O)[O-])=C1)(=O)[O-].C(C1=CC(C(=O)[O-])=CC(C(=O)[O-])=C1)(=O)[O-].[Mg+2].[Mg+2]